BrC1=CC=C(C(=N1)N1CCC(CC1)(F)F)C 6-bromo-2-(4,4-difluoropiperidin-1-yl)-3-methylpyridine